N-(1,10-Phenanthrolin-5-yl)heptanamide N1=CC=CC2=C(C=C3C=CC=NC3=C12)NC(CCCCCC)=O